Cl.CCC(S)(N)C dimethyl(amino)ethanethiol hydrochloride